C(CCC)C(CO)CCC 2-Butylpentanol